R-4-((6'-methyl-8'-oxo-7',8'-dihydro-6'H-spiro[cyclohexane-1,9'-pyrazino[1',2':1,5]pyrrolo[2,3-d]pyrimidin]-2'-yl)amino)benzenesulfonamide C[C@H]1NC(C2(N3C1=CC1=C3N=C(N=C1)NC1=CC=C(C=C1)S(=O)(=O)N)CCCCC2)=O